S(=O)(=O)(ON1[C@@H]2CC[C@H](N(C1=O)C2)C(NS(=O)(=O)CC)=N)[O-].[Na+] Sodium (2S,5R)-2-(N-(ethylsulfonyl)carbamimidoyl)-7-oxo-1,6-diazabicyclo[3.2.1]octan-6-yl sulfate